C(C=O)S(=O)(=O)[O-] The molecule is an organosulfonate oxoanion that is the conjugate base of sulfoacetaldehyde; major species at pH 7.3. It is a conjugate base of a sulfoacetaldehyde.